N[C@@H](CCCNC(N)=N)C(=O)O.FC=1C(=NC(=NC1)NC1=CC(=C(C=C1)C)S(=O)(=O)NC(CC)=O)NC1=CC=C(C=C1)OCC#C 5-Fluoro-N2-[4-methyl-3-(N-propionylaminosulfonyl)phenyl]-N4-[4-(2-propynyloxy)phenyl]-2,4-pyrimidinediamine Arginine Salt